3-(trifluoromethoxy)benzenesulfonamide methyl-4-((2S,4S)-4-((2,2-difluorobenzo[d][1,3]dioxol-5-yl)oxy)-2-((difluoromethoxy)methyl)pyrrolidin-1-yl)benzoate COC(C1=CC=C(C=C1)N1[C@@H](C[C@@H](C1)OC1=CC2=C(OC(O2)(F)F)C=C1)COC(F)F)=O.FC(OC=1C=C(C=CC1)S(=O)(=O)N)(F)F